O[C@@H]1C[C@H](N(C1)C([C@H](C(C)C)C1=CC(=NO1)OCC=O)=O)C(=O)NCC12CC(C1)(C2)C2=C(N=CS2)C (2S,4R)-4-hydroxy-1-((R)-3-methyl-2-(3-(2-oxoethoxy)isoxazol-5-yl)butanoyl)-N-((3-(4-methylthiazol-5-yl)bicyclo[1.1.1]pent-1-yl)methyl)pyrrolidine-2-carboxamide